Cl.Cl.COCCCC=1C=NN(C1)CCN 2-(4-(3-methoxypropyl)-1H-pyrazol-1-yl)ethan-1-amine dihydrochloride